5-(4-fluoro-1H-pyrazol-1-yl)-2-(6-(((1R,2S,3S,5R)-2-fluoro-8-methyl-8-azabicyclo[3.2.1]oct-6-en-3-yl)(methyl)amino)pyridazin-3-yl)phenol FC=1C=NN(C1)C=1C=CC(=C(C1)O)C=1N=NC(=CC1)N(C)[C@@H]1[C@@H]([C@H]2C=C[C@@H](C1)N2C)F